IC1=C(C=CC=C1)N(C(C1=C(C=CC=C1)C)=O)OC N-(2-Iodophenyl)-N-methoxy-2-methylbenzamide